1-O-β-D-mannopyranosyl-erythritol [C@@H]1([C@@H](O)[C@@H](O)[C@H](O)[C@H](O1)CO)OC[C@H](O)[C@H](O)CO